(R)-N-(1,4-dimethyl-3-phenoxy-1H-pyrazol-5-yl)-2-(2,2,3,3-tetrafluorocyclobutyl)acetamide CN1N=C(C(=C1NC(C[C@H]1C(C(C1)(F)F)(F)F)=O)C)OC1=CC=CC=C1